2-[3-(6-{4-[(4-acetylpiperazin-1-yl)methyl]phenyl}-2-amino-7H-pyrrolo[2,3-d]pyrimidin-4-yl)-2-(hydroxymethyl)phenyl]-6-cyclopropyl-8-fluoroisoquinolin-1(2H)-one C(C)(=O)N1CCN(CC1)CC1=CC=C(C=C1)C1=CC2=C(N=C(N=C2C=2C(=C(C=CC2)N2C(C3=C(C=C(C=C3C=C2)C2CC2)F)=O)CO)N)N1